C1(CC1)N1[C@@H](CN(CC1)C1CCN(CC1)C1=C(C=C(C(=C1)OC)NC1=NC=NC(=C1)N1OCC[C@@H]1CC1=C(C(=CC=C1)Cl)Cl)NC(C=C)=O)C N-(2-(4-((R)-4-cyclopropyl-3-methylpiperazine-1-yl)piperidine-1-yl)-5-((6-((S)-3-(2,3-dichlorobenzyl)isoxazolidine-2-yl)pyrimidine-4-yl)amino)-4-methoxyphenyl)acrylamide